C(C1=CC=CC=C1)OC=1C(=NC=C(C1C)C=1C=NN(C1)C1=CC=CC=C1)C#N 3-(benzyloxy)-4-methyl-5-(1-phenyl-1H-pyrazol-4-yl)picolinonitrile